C(C)(C)(C)OC(=O)N1[C@@H](C=CC1)C(=O)O (2S)-1-tert-butoxycarbonyl-2,5-dihydropyrrole-2-carboxylic acid